2-(4-(bromomethyl)-2-(difluoromethoxy)phenyl)-1-ethyl-4-(trifluoromethyl)-1H-imidazole BrCC1=CC(=C(C=C1)C=1N(C=C(N1)C(F)(F)F)CC)OC(F)F